sulfosuccinic acid di(isotridecyl) ester sodium salt [Na+].C(CCCCCCCCCC(C)C)OC(C(CC(=O)OCCCCCCCCCCC(C)C)S(=O)(=O)[O-])=O